tert-amyl hydroperoxide C(C)(C)(CC)OO